N-(3-hydroxy-2,2-dimethylpropyl)-5-((1-(6-methoxypyridazin-3-yl)-2-oxo-1,2-dihydropyridin-3-yl)amino)-7-(methylamino)pyrazolo[1,5-a]pyrimidine-3-carboxamide OCC(CNC(=O)C=1C=NN2C1N=C(C=C2NC)NC=2C(N(C=CC2)C=2N=NC(=CC2)OC)=O)(C)C